ClC1=CC=C(N=N1)N1C[C@@H](N(CC1)C(CC1=CC(=C(C=C1)C1CC1)F)=O)C (S)-1-(4-(6-CHLOROPYRIDAZIN-3-YL)-2-METHYLPIPERAZIN-1-YL)-2-(4-CYCLOPROPYL-3-FLUOROPHENYL)ETHAN-1-ONE